(Z)-3-(3,5-dimethoxyphenyl)-2-(4-hydroxyphenyl)acrylic acid COC=1C=C(C=C(C1)OC)\C=C(/C(=O)O)\C1=CC=C(C=C1)O